ClC1=CC=C2C=C(COC2=C1)C(=O)NC 7-chloro-N-methyl-2H-chromene-3-carboxamide